C(C)(=O)OC1=C(C=O)C=CC=C1 o-acetoxybenzaldehyde